5-(benzyloxy)-N-(4,4-difluoropyrrolidin-3-yl)-2,4-dimethylbenzofuran-3-carboxamide C(C1=CC=CC=C1)OC=1C=CC2=C(C(=C(O2)C)C(=O)NC2CNCC2(F)F)C1C